4-Chloro-5-iodo-7-(3-(trifluoromethoxy)phenyl)-7H-pyrrolo[2,3-d]pyrimidine ClC=1C2=C(N=CN1)N(C=C2I)C2=CC(=CC=C2)OC(F)(F)F